C1(=CC=CC=C1)[B-](C1=CC=CC=C1)(C1=CC=CC=C1)C1=CC=CC=C1.C[NH+](C)C trimethylammonium tetrakis(phenyl)borate